(2R)-1-(8-azabicyclo[3.2.1]octan-8-yl)-2-((1-chloro-4-(o-tolyl)isoquinolin-7-yl)oxy)propan-1-one C12CCCC(CC1)N2C([C@@H](C)OC2=CC=C1C(=CN=C(C1=C2)Cl)C2=C(C=CC=C2)C)=O